[O-]O.C(C)(C)C1=C(C=CC=C1)C(C)C isopropylcumene hydroperoxide